2,4-bis(isocyanatomethyl)cyclohexane methyl-3-[[[(1S)-1-(3-bromophenyl)-2-hydroxy-ethyl]-[(3-methoxycarbonylphenyl)methyl]amino]methyl]benzoate COC(C1=CC(=CC=C1)CN(CC1=CC(=CC=C1)C(=O)OC)[C@H](CO)C1=CC(=CC=C1)Br)=O.N(=C=O)CC1CCCC(C1)CN=C=O